O=C(C(=O)NCC(=O)OC)[C@H]1N(CCC1)C(CNC(=O)C1=CC=NC2=CC=CC=C12)=O Methyl (S)-(2-oxo-2-(1-((chinolin-4-carbonyl)glycyl)pyrrolidin-2-yl)acetyl)glycinat